NC(C(=O)O)CNC(=O)C1=CC2=NC=C(C(=C2S1)C)C 2-amino-3-(6,7-dimethylthieno[3,2-b]pyridine-2-carboxamido)propanoic acid